(3S,4R,E)-3-((tert-butyldimethylsilyl)oxy)-4-methyl-6-(4,4,5,5-tetramethyl-1,3,2-dioxaborolan-2-yl)hex-5-enal [Si](C)(C)(C(C)(C)C)O[C@@H](CC=O)[C@@H](\C=C\B1OC(C(O1)(C)C)(C)C)C